alpha-naphthylsulfonate C1(=CC=CC2=CC=CC=C12)S(=O)(=O)[O-]